FC1(CCC(CC1)C1=NC(=C2N1CCN(C2)C(=O)NC)C=2C(=CC=C1C=C(N=CC21)C=2C(=NN(C2)C)C)F)F 3-(4,4-difluorocyclohexyl)-1-(3-(1,3-dimethyl-1H-pyrazol-4-yl)-7-fluoroisoquinolin-8-yl)-N-methyl-5,6-dihydroimidazo[1,5-a]pyrazine-7(8H)-carboxamide